C(CC(O)(C(=O)OCCCCC)CC(=O)OCC(CCCC)CC)(=O)OCC(CCCC)CC di(2-ethylhexyl) (n-pentyl) citrate